C(C)(C)(C)OC(=O)NC(CCNCCCCNCCC(CC)(CC)NC(OC(C)(C)C)=O)(CC)CC tertbutyl N-(1-{[4-({3-[(tert-butoxycarbonyl)amino]-3-ethylpentyl}amino)butyl]amino}-3-ethylpentan-3-yl)carbamate